CN(C(C#CC1=CC=CC=C1)=O)C1=NOC(=N1)C1=CC=CC=C1 N-methyl-3-phenyl-N-(5-phenyl-1,2,4-oxadiazol-3-yl)propiolamide